NC1=C(C=O)C=C(C=N1)C 2-AMINO-5-METHYLNICOTINALDEHYDE